FC=1C=C(C=CC1)C1=NC=2N(C(=C1)C1=CC=CC=C1)N=C(C2)C(=O)NC2CN(C2)C 5-(3-fluorophenyl)-N-(1-methylazetidin-3-yl)-7-phenylpyrazolo[1,5-a]pyrimidine-2-carboxamide